1-methyl-2,3-dimethyl-imidazole bistrifluoromethanesulfonimide salt [N-](S(=O)(=O)C(F)(F)F)S(=O)(=O)C(F)(F)F.CN1C(N(C=C1)C)C